C(C)OC(C1=C(C=C(C=C1)C#N)NC1=C(C=C(C=C1)F)OC)=O.NCCOCCOCCC(=O)NC1=C(C(=O)NC2=NN(C(=C2)C)C)C=CC=C1 2-(3-(2-(2-Aminoethoxy)ethoxy)propionylamino)-N-(1,5-dimethyl-1H-pyrazol-3-yl)benzamide ethyl-4-cyano-2-((4-fluoro-2-methoxyphenyl)amino)-benzoate